2-Aminoazotoluene-HCl Cl.NC1=C(CN=NCC2=CC=CC=C2)C=CC=C1